[O-2].[Tl+].[Li+] lithium thallium oxide